FC=1C=C2C=NC(=NN2C1C1=C(C=C(C=C1F)F)F)N[C@H]1[C@@H](CN(CC1)S(=O)(=O)C)O (3R,4R)-4-((6-fluoro-7-(2,4,6-trifluorophenyl)pyrrolo[2,1-f][1,2,4]triazin-2-yl)amino)-1-(methylsulfonyl)piperidin-3-ol